(1R,2S,5S)-6,6-dimethyl-3-[(2S,3S)-3-methyl-2-[(2,2,2-trifluoroacetyl)amino]pentanoyl]-3-azabicyclo[3.1.0]hexane-2-carboxylic acid CC1([C@H]2CN([C@@H]([C@@H]12)C(=O)O)C([C@H]([C@H](CC)C)NC(C(F)(F)F)=O)=O)C